CC1=C(C=CC=C1C)N1CCC(CC1)CCN1N=C(C2=C1CCC2)C(=O)N2CCC(CC2)O (1-(2-(1-(2,3-Dimethylphenyl)piperidin-4-yl)ethyl)-1,4,5,6-tetrahydrocyclopenta[c]pyrazol-3-yl)(4-hydroxypiperidin-1-yl)methanon